(R)-N-cyclopropyl-N-(3,4-dimethoxybenzyl)piperidin-3-amine C1(CC1)N([C@H]1CNCCC1)CC1=CC(=C(C=C1)OC)OC